(E)-4-chloro-2-(2-nitro-3-phenyl-1-propen-1-yl)phenol ClC1=CC(=C(C=C1)O)\C=C(/CC1=CC=CC=C1)\[N+](=O)[O-]